C(#N)C1=CC=C(C=C1)COC1=CC=NN1C1CCN(CC1)C(=O)OC(C)(C)C tert-butyl 4-[5-[(4-cyanophenyl)methoxy]pyrazol-1-yl]piperidine-1-carboxylate